2-((4-((R)-2-(2,4-dichlorophenyl)-4-fluoro-2H-chromen-8-yl)piperidin-1-yl)methyl)-1-(((S)-oxetan-2-yl)methyl)-1H-benzo[d]imidazole-6-carboxylic acid ClC1=C(C=CC(=C1)Cl)[C@@H]1OC2=C(C=CC=C2C(=C1)F)C1CCN(CC1)CC1=NC2=C(N1C[C@H]1OCC1)C=C(C=C2)C(=O)O